FC1=C(C=CC(=C1F)[N+](=O)[O-])C 2,3-difluoro-1-methyl-4-nitrobenzene